tert-Butyl (S)-(1-aminopropan-2-yl)carbamate NC[C@H](C)NC(OC(C)(C)C)=O